P(O)(=O)(OP(=O)(O)OP(=O)(O)O)OC[C@@]1([C@H]([C@H]([C@@H](O1)N1C(=O)NC(=O)C=C1)O)O)F 4'-fluorouridine 5'-O-triphosphate